OC[C@@]1([C@@H](CC([C@H]2[C@H](C(CCC12)=C)CCOC1=CC=CC2=CC=CC=C12)C)O)C (1R,2R,4aS,5R)-1-(hydroxymethyl)-1,4-dimethyl-6-methylene-5-(2-(naphthalene-1-yloxy)ethyl)decahydronaphthalen-2-ol